3,3-dimethyl-6-nitro-2,3-dihydro-1H-inden-1-one CC1(CC(C2=CC(=CC=C12)[N+](=O)[O-])=O)C